CN1N=CC(=C1C=1C=2N(C(=NC1C)N1CCC3(CCC[C@H]3N)CC1)C=CN2)C (R)-8-(8-(1,4-dimethyl-1H-pyrazol-5-yl)-7-methylimidazo[1,2-c]pyrimidin-5-yl)-8-azaspiro[4.5]decan-1-amine